C(C)(C)(C)OC(N(C)[C@@H](COC)C1=NC=C(C=C1)Br)=O |r| rac-(1-(5-bromopyridin-2-yl)-2-methoxyethyl)(methyl)carbamic acid tert-butyl ester